C(CCCCCCCCCCCCCCCCC)N normal octadecylamine